FC1=CC=C(OCCOC2=CC=C3CCC(OC3=C2)C(=O)NO)C=C1 7-(2-(4-fluorophenoxy)ethoxy)-N-hydroxychromane-2-carboxamide